benzyl [4,4'-bipiperidine]-1-carboxylate N1(CCC(CC1)C1CCNCC1)C(=O)OCC1=CC=CC=C1